BrC1=C(NC2=C1C(N(C=C2)C)=O)C2=CC(=NC=C2)NC(C(CC(F)F)C2=CC=C(C=C2)F)=O N-[4-(3-bromo-5-methyl-4-oxo-4,5-dihydro-1H-pyrrolo[3,2-c]pyridin-2-yl)pyridin-2-yl]-4,4-difluoro-2-(4-fluorophenyl)butanamide